3-acrylamido-1-(4-(trifluoromethyl)phenyl)-1,2,3,4-tetrahydroquinolin-5-carboxamide C(C=C)(=O)NC1CN(C=2C=CC=C(C2C1)C(=O)N)C1=CC=C(C=C1)C(F)(F)F